C(C1=CC=CC=C1)OCC1=C(C=C(C=C1F)CCC(=O)O)F 3-(4-((benzyloxy)methyl)-3,5-difluorophenyl)propanoic acid